5,7-difluoro-8-(4-fluoro-2-methoxy-5-nitrophenoxymethyl)isoquinoline FC1=C2C=CN=CC2=C(C(=C1)F)COC1=C(C=C(C(=C1)[N+](=O)[O-])F)OC